(2R,3S,5R)-5-(6-Amino-2-fluoro-9H-purin-9-yl)-2-ethynyl-2-((((S)-(((S)-1-isopropoxy-1-oxopropan-2-yl)amino)(phenoxy)phosphoryl)oxy) methyl)tetrahydrofuran-3-yl palmitate C(CCCCCCCCCCCCCCC)(=O)O[C@@H]1[C@](O[C@H](C1)N1C2=NC(=NC(=C2N=C1)N)F)(CO[P@](=O)(OC1=CC=CC=C1)N[C@H](C(=O)OC(C)C)C)C#C